4-((3-amino-4-fluorophenyl)amino)-6-methyl-1H-indole-2-carboxylic acid ethyl ester C(C)OC(=O)C=1NC2=CC(=CC(=C2C1)NC1=CC(=C(C=C1)F)N)C